CC(C=O)NC(CNC(CCCCCNC(CCOCCOCCOCCOCCNC(CCOCCOCCOCCOCCNC(CCOCCOCCOCCOCCNC(CCC(NC(NC(CCC(=O)O)C(=O)O)=O)C(=O)O)=O)=O)=O)=O)=O)=O 2-methyl-1,4,7,14,30,46,62,67-octaoxo-17,20,23,26,33,36,39,42,49,52,55,58-dodecaoxa-3,6,13,29,45,61,66,68-octaazahenheptacontane-65,69,71-tricarboxylic acid